C1(=CC=CC=C1)C=1C=C(C=CC1)CNC1=NN2C(NC(=CC2=O)CCC)=N1 2-[(3-phenylphenyl)methylamino]-5-propyl-4H-[1,2,4]triazolo[1,5-a]pyrimidin-7-one